tert-butyl 4-((4-chlorophenyl)((S)-2-oxoimidazolidine-4-carboxamido)methyl)-2,2-dimethylpiperidine-1-carboxylate ClC1=CC=C(C=C1)C(C1CC(N(CC1)C(=O)OC(C)(C)C)(C)C)NC(=O)[C@H]1NC(NC1)=O